(R)-2-(4-(5-(3-cyano-4-isopropoxyphenyl)-1,2,4-oxadiazol-3-yl)-2,3-dihydro-1H-inden-1-ylamino)-N,N-dimethylacetamide hydrochloride Cl.C(#N)C=1C=C(C=CC1OC(C)C)C1=NC(=NO1)C1=C2CC[C@H](C2=CC=C1)NCC(=O)N(C)C